O=C1NC(CCC1N1C(C=2C=C3C(=CC2C1=O)OC1(CC3)CNC1)=O)=O 7'-(2,6-dioxopiperidine-3-yl)-3',4'-dihydro-6'H-spiro[azetidine-3,2'-pyrano[2,3-f]isoindole]-6',8'(7'H)-dione